methyl 3-oxo-2-propyl-1,2,3,4-tetrahydroquinoxaline-6-carboxylate O=C1C(NC2=CC=C(C=C2N1)C(=O)OC)CCC